OC1(C(CCC1)N1C(C(=CC2=C1N=C(N=C2)NC2C(CN(CC2([2H])[2H])S(=O)(=O)C([2H])([2H])[2H])([2H])[2H])C([2H])([2H])[2H])=O)C([2H])([2H])[2H] (±)-8-(2-hydroxy-2-(methyl-d3)cyclopentyl)-6-(methyl-d3)-2-((1-((methyl-d3)sulfonyl)piperidin-4-yl-3,3,5,5-d4)-amino)pyrido[2,3-d]pyrimidin-7(8H)-one